C(C)C1=C2C(=CC(=CC2=CC=C1F)O)C1=C(C=2N=C(N=C(C2C=N1)N1CCOC[C@H](C1)CO)OC[C@]12CCCN2C[C@@H](C1)F)F 5-Ethyl-6-fluoro-4-(8-fluoro-2-(((2R,7aS)-2-fluorotetra-hydro-1H-pyrrolizin-7a(5H)-yl)-methoxy)-4-((R)-6-(hydroxymeth-yl)-1,4-oxazepan-4-yl)pyrido[4,3-d]pyrimidin-7-yl)-naphthalen-2-ol